ClC1=C(C(=CC2=C1N(N=N2)COCC[Si](C)(C)C)N=C(C2=CC=CC=C2)C2=CC=CC=C2)F 7-chloro-N-(diphenylmethylene)-6-Fluoro-1-((2-(trimethylsilyl)ethoxy)methyl)-1H-benzo[d][1,2,3]triazol-5-amine